S(C)(=O)(=O)O.S(C)(=O)(=O)O.CC1=C(C=C(C(=O)NC2=CC(=C(C=C2)CN2CCN(CC2)C)C(F)(F)F)C=C1)C#CC=1C=NC=2N(C1)N=CC2 4-methyl-N-(4-((4-methylpiperazin-1-yl)methyl)-3-(trifluoromethyl)phenyl)-3-(2-(pyrazolo[1,5-a]pyrimidin-6-yl)ethynyl)benzamide dimesylate